ClC1=C(C(=CC=C1)Cl)N1N=C(C(=N1)C(=O)N)NC1=NC=C(C=C1)N1N=NC=C1C 2-(2,6-dichlorophenyl)-5-((5-(5-methyl-1H-1,2,3-triazol-1-yl)pyridin-2-yl)amino)-2H-1,2,3-triazole-4-carboxamide